3-(5,7-difluoro-1H-1,3-benzodiazol-2-yl)-N,N-bis(propan-2-yl)propenamide FC1=CC2=C(NC(=N2)C=CC(=O)N(C(C)C)C(C)C)C(=C1)F